3,3-dimethyl-piperidin-2-one CC1(C(NCCC1)=O)C